C(C)(C)(C)C1=CC=C(C(=C1)C1=CC=CC=C1)NC1=CC(=CC(=C1)OC1=CC=CC=C1)Cl 5-(Tert-butyl)-N-(3-chloro-5-phenoxyphenyl)-[1,1'-biphenyl]-2-amine